ClC=1C=C(C=NC1)C1=NC(=C2N=CN(C2=N1)[C@H]1[C@@H]([C@@H]([C@H](O1)C(=O)NCC)O)O)NCCC1=CC=CC=C1 (2S,3S,4R,5R)-5-(2-(5-chloropyridin-3-yl)-6-(phenethylamino)-9H-purin-9-yl)-N-ethyl-3,4-dihydroxytetrahydrofuran-2-carboxamide